(P)-(1S,8R)-6-(1,6-dimethyl-1H-indazol-7-yl)-4-(2-(2-propenoyl)-2,6-diazaspiro[3.4]octan-6-yl)-3-azatricyclo[6.2.1.02,7]undeca-2,4,6-triene-5-carbonitrile CN1N=CC2=CC=C(C(=C12)C=1C(=C(N=C2[C@H]3CC[C@@H](C12)C3)N3CC1(CN(C1)C(C=C)=O)CC3)C#N)C